Dimethyl 5-((tert-butoxy carbonyl)amino)-3-methyl-2-oxoindoline-3,6-dicarboxylate C(C)(C)(C)OC(=O)NC=1C=C2C(C(NC2=CC1C(=O)OC)=O)(C(=O)OC)C